ClC=1C=CC(=NC1)CCC1=CC=C2C(=N1)SC(=N2)NC(=O)C2=CN=NC=C2C2=C(C=CC=C2)OC N-(5-(2-(5-chloropyridin-2-yl)ethyl)thiazolo[5,4-b]pyridin-2-yl)-5-(2-methoxyphenyl)pyridazine-4-carboxamide